C(=O)O.ClC=1C=C(C=CC1C(=O)N1CCC(CC1)NC)NC(=O)C=1N(C(=CN1)C=1C(=NN(C1)C1CC1)C(F)(F)F)C N-(3-chloro-4-(4-(methylamino)piperidine-1-carbonyl)phenyl)-5-(1-cyclopropyl-3-(trifluoromethyl)-1H-pyrazol-4-yl)-1-methyl-1H-imidazole-2-carboxamide formate